C(C)(C)(C)C=1C=C(C=C(C1O)C(C)(C)C)CCC(=O)OCCCCCC(C)C isooctyl 3-(3,5-di-tert-butyl-4-hydroxyphenyl)propionate